C[S-].[Na+].BrC1=C(C=C2C(=C(C(=NC2=C1F)SC)C=O)N[C@H]1[C@H]2CN([C@@H]1C2)C(=O)OC(C)(C)C)I tert-butyl (1R,4R,5S)-5-((7-bromo-8-fluoro-3-formyl-6-iodo-2-(methylthio)quinolin-4-yl)amino)-2-azabicyclo[2.1.1]hexane-2-carboxylate Sodium thiomethoxide